C1(CC1)C#C[C@@]1(NC(NC2=CC(=C(C=C12)F)CN1C(C2=CC=CC=C2C1)=O)=O)C(F)(F)F (S)-4-(cyclopropylethynyl)-6-fluoro-7-((1-oxoisoindolin-2-yl)methyl)-4-(trifluoromethyl)-3,4-dihydroquinazolin-2(1H)-one